2-(6-bromo-2-hydroxy-1,2-benzoxaborinin-3-yl)ethoxy-tert-butyl-dimethyl-silane BrC=1C=CC2=C(C=C(B(O2)O)CCO[Si](C)(C)C(C)(C)C)C1